N1(C=NC=C1)C1=NC=C(C(=C1)O)C1=NC=C(N=C1)/C=C\1/C[C@@]2(CCC[C@H](C1)N2)C 2-(1H-imidazol-1-yl)-5-(5-((E)-((1s,5r)-1-methyl-9-azabicyclo[3.3.1]non-3-ylidene)methyl)pyrazin-2-yl)pyridin-4-ol